5-bromo-9-fluoro-1-(3-fluoro-4-methylbenzyl)-2-oxo-2,3-dihydro-1H-benzo[b]azepine-4-carbaldehyde BrC=1C2=C(N(C(CC1C=O)=O)CC1=CC(=C(C=C1)C)F)C(=CC=C2)F